CC=1N=C(SC1)C(C)C 4-methyl-2-prop-2-yl-1,3-thiazole